(R)-N4-(1-(3-(2-(tert-butyldimethylsilyloxy)-1,1-difluoroethyl)phenyl)ethyl)-N6,2-dimethylquinazoline-4,6-diamine [Si](C)(C)(C(C)(C)C)OCC(F)(F)C=1C=C(C=CC1)[C@@H](C)NC1=NC(=NC2=CC=C(C=C12)NC)C